S1C(=NC2=C1C=CC=C2)NC=2N=CC(=NC2F)N2C1=C(OCC2)C(=CC=N1)C(=O)[O-] 4-(5-(benzo[d]thiazol-2-ylamino)-6-fluoropyrazine-2-yl)-3,4-dihydro-2H-pyrido[3,2-b][1,4]oxazine-8-carboxylate